ClC1=CC(=C(C=C1)NC(OC(C)(C)C)=O)CN(CCOC)CC#N tert-butyl (4-chloro-2-(((cyanomethyl)(2-methoxyethyl)amino)methyl)phenyl)carbamate